1-((1s,4s)-4-((tert-Butyldimethylsilyl)oxy)cyclohexyl)-2-methylpropan-2-amine [Si](C)(C)(C(C)(C)C)OC1CCC(CC1)CC(C)(N)C